BrC1=C(C=NN(C1=O)C)N[C@@H]1C[C@@H](CN(C1)C)C1=CC=C(C=C1)CN1CCC(CC1)COC1=C2C(N(C(C2=CC=C1)=O)C1C(NC(CC1)=O)=O)=O 4-[[1-[[4-[(3R,5R)-5-[(5-bromo-1-methyl-6-oxo-pyridazin-4-yl)amino]-1-methyl-3-piperidyl]phenyl]methyl]-4-piperidyl]methoxy]-2-(2,6-dioxo-3-piperidyl)isoindoline-1,3-dione